2-(2-cyclopropyl-4-methoxyphenyl)-8-hydroxy-3-(oxazol-5-ylmethyl)benzo[4,5]thieno[2,3-d]pyrimidin-4(3H)-one C1(CC1)C1=C(C=CC(=C1)OC)C=1N(C(C2=C(N1)SC1=C2C=CC=C1O)=O)CC1=CN=CO1